tetramethyldisiloxane bis(propyl methacrylate) C(CC)C=C(C(=O)O)C.C(CC)C=C(C(=O)O)C.C[SiH2]O[Si](C)(C)C